C(C=C(C)CCC=C(C)CCC=C(C)C)(=O)SCCNC(CCNC([C@@H](C(COP(OP(OC[C@@H]1[C@H]([C@H]([C@@H](O1)N1C=NC=2C(N)=NC=NC12)O)OP(=O)(O)O)(=O)O)(=O)O)(C)C)O)=O)=O Farnesyl-coA